2,4-bis(mercaptomethylthio)-1,3,5-trithiacyclohexane SCSC1SCSC(S1)SCS